O1C(=O)C(=CC2=CC=CC=C12)C(=O)NCC1=CC=C(C=C1)F coumarin-3-carbonyl-(4-fluorobenzylamine)